COC1=CC=C(CS(=O)(=O)N(S(=O)(=O)CC2=CC=C(C=C2)OC)C2=C3C=NN(C3=CC(=C2)NC(CC2=C(C=CC=C2)Cl)=O)CCC)C=C1 N-(4-(N,N-bis(4-methoxybenzyl)sulfonylamino)-1-propyl-1H-indazol-6-yl)-2-(2-chlorophenyl)acetamide